tert-butyl N-[1-[[4-[[6-(3-acetamidophenyl)-3-nitro-2-pyridyl]amino]phenyl]methyl]-4-piperidyl]carbamate C(C)(=O)NC=1C=C(C=CC1)C1=CC=C(C(=N1)NC1=CC=C(C=C1)CN1CCC(CC1)NC(OC(C)(C)C)=O)[N+](=O)[O-]